ClC=1C=C(C(=CC1)N(C)C1CCCCC1)N 4-chloro-N1-cyclohexyl-N1-methylbenzene-1,2-diamine